6-(7-ethyl-5H-pyrrolo[2,3-b]pyrazin-2-yl)-8-(morpholin-3-yl)-3,4-dihydroisoquinolin C(C)C1=CNC2=NC=C(N=C21)C=2C=C1CCN=CC1=C(C2)C2NCCOC2